BrC=1C=CC(=C(C1)C1=NC(=NO1)[C@@H]1CC12CCN(CC2)S(=O)(=O)N)C(F)(F)F (1R)-1-{5-[5-Bromo-2-(trifluoromethyl)phenyl]-1,2,4-oxadiazol-3-yl}-6-azaspiro[2.5]octan-6-sulfonamid